COC(/C(=N/OC)/C1=C(C(=CC=C1)C)CBr)=O (2E)-2-[2-(bromo-methyl)-3-methyl-phenyl]-2-methoxyimino-acetic acid methyl ester